1-(4-((1R,5S)-8-oxa-3-azabicyclo[3.2.1]octan-3-yl)-8-fluoro-2-morpholinopyrido[4,3-d]pyrimidin-7-yl)-8-ethynyl-7-fluoroisoquinolin-3(2H)-one [C@H]12CN(C[C@H](CC1)O2)C=2C1=C(N=C(N2)N2CCOCC2)C(=C(N=C1)C=1NC(C=C2C=CC(=C(C12)C#C)F)=O)F